1,1'-[methylenebis(4,1-phenylene)]bis(2-hydroxy-2-methyl-1-propanone) C(C1=CC=C(C=C1)C(C(C)(C)O)=O)C1=CC=C(C=C1)C(C(C)(O)C)=O